COC(C1=CC(=CC=C1)Cl)=O M-chlorobenzoic acid methyl ester